methyl geranate C(\C=C(/C)\CCC=C(C)C)(=O)OC